4-(5-pyrimidinyl)-2,6-diaminopyrimidine N1=CN=CC(=C1)C1=NC(=NC(=C1)N)N